4-amino-2,6-dichloro-5-fluorophenol NC1=CC(=C(C(=C1F)Cl)O)Cl